tert-butyl (1R,5S,6r)-6-(1H-pyrazol-3-yl)-3-azabicyclo[3.1.0]hexane-3-carboxylate N1N=C(C=C1)C1[C@H]2CN(C[C@@H]12)C(=O)OC(C)(C)C